N-(tert-butyl)-thiohydroxylamine C(C)(C)(C)NS